ClC1=C(C=CC(=C1)F)C(C)(C)NC(=O)[C@@H]1CNCCO1 (S)-N-(2-(2-chloro-4-fluorophenyl)propan-2-yl)morpholine-2-carboxamide